ClC=1C=CC(=C(C1)S(=O)(=O)NC1=CC(=C(C=C1)C1=NC(=C2C(=N1)NN=C2C)O[C@H]2[C@H](CNCC2)F)C)F 5-chloro-2-fluoro-N-(4-(4-(((3S,4R)-3-fluoropiperidin-4-yl)oxy)-3-methyl-1H-pyrazolo[3,4-d]pyrimidin-6-yl)-3-methylphenyl)benzenesulfonamide